2,6-dimethylol-2,6-dimethyl-4-oxa-1,7-heptanediol C(O)C(CO)(COCC(CO)(C)CO)C